C(C1=CC=CC=C1)N1CC2(C1)CC(C2)NC(=O)N2C[C@H](N([C@@H](C2)C)C2=NC=C(C=N2)C#N)C (3R,5R)-N-{2-benzyl-2-azaspiro[3.3]heptan-6-yl}-4-(5-cyanopyrimidin-2-yl)-3,5-dimethylpiperazine-1-carboxamide